Sulfur DI-oxide S(=O)=O